4-(2-(4-cyano-2-fluorophenyl)benzo[d][1,3]Dioxolen-4-yl)-2-fluorobenzyl-1-(2-methoxyethyl)-1H-benzo[d]Imidazole-6-carboxylic acid methyl ester COC(=O)C=1C=CC2=C(N(C(=N2)CC2=C(C=C(C=C2)C2=CC=CC=3OC(OC32)C3=C(C=C(C=C3)C#N)F)F)CCOC)C1